ClC=1N=C(C2=C(N1)N(C=C2C)S(=O)(=O)C2=C(C=C(C=C2C)C)C)N(C(OC(C)(C)C)=O)CC=2OC=CC2 tert-Butyl (2-chloro-7-(mesitylsulfonyl)-5-methyl-7H-pyrrolo[2,3-d]pyrimidin-4-yl)(furan-2-ylmethyl)carbamate